butyl 1-(N,N-dioctylcarbamoyl)nonylphosphonate C(CCCCCCC)N(C(=O)C(CCCCCCCC)P(OCCCC)([O-])=O)CCCCCCCC